(3r,5s,7s)-adamantan-1-amine C1C2CC3CC1CC(C2)(C3)N